C1(CC1)SC1=CC=C(C=C1)CN (4-(cyclopropylthio)phenyl)methylamine